FCC(=O)[O-].[Sn+4].FCC(=O)[O-].FCC(=O)[O-].FCC(=O)[O-] tin fluoroacetate